FC(C1=NN(C=C1[N+](=O)[O-])C1CCNCC1)F 4-(3-(difluoromethyl)-4-nitro-1H-pyrazol-1-yl)piperidine